O=C1N(CCC(N1)=O)C1=NN(C2=CC(=C(C=C12)F)N1CCC(CC1)(O)CC(=O)OC(C)(C)C)C(C)C tert-butyl 2-[1-[3-(2,4-dioxohexahydropyrimidin-1-yl)-5-fluoro-1-isopropyl-indazol-6-yl]-4-hydroxy-4-piperidyl]acetate